(S)-2-amino-N-((6-amino-2-methylpyridin-3-yl)methyl)propionamide N[C@H](C(=O)NCC=1C(=NC(=CC1)N)C)C